3-(1-(3-fluoropropyl)pyrrolidin-3-yl)-3-oxopropanenitrile FCCCN1CC(CC1)C(CC#N)=O